FC1=C(C(=C(C=C1)F)O)O 3,6-difluoro-1,2-benzenediol